FC(C(C(C(C(C(C(F)(F)I)(F)F)(F)F)(F)F)(F)F)(F)F)(CCC(F)(F)F)F Heptadecafluorodecyliodide